ClC=1C=C(C(=C(C(=O)OC)C1)S(N[C@@H](C(C)C1=C(C(=CC=C1F)C)C)C=1OC(NN1)=O)(=O)=O)OC methyl 5-chloro-2-{[(1S)-2-(6-fluoro-2,3-dimethylphenyl)-1-(5-oxo-4H-1,3,4-oxadiazol-2-yl)propyl]sulfamoyl}-3-methoxybenzoate